CC([C@@H](C(=O)N1[C@@H](C[C@H](C1)O)C(=O)NC)N1N=NC(=C1)C(C1=CC(=CC=C1)C(F)(F)F)=O)(C)C (2S,4R)-1-[(2S)-3,3-dimethyl-2-[4-[3-(trifluoromethyl)benzoyl]triazol-1-yl]butanoyl]-4-hydroxy-N-methyl-pyrrolidine-2-carboxamide